C(#N)C=1C=C(C=CC1)C=1N=C(SC1C=1C=C2C(=NC=NC2=CC1)C)NC(=O)N1CC2(CC1)OCCNC2 N-[4-(3-cyanophenyl)-5-(4-methyl-quinazolin-6-yl)thiazol-2-yl]-6-oxa-2,9-diazaspiro[4.5]decane-2-carboxamide